1-vinyl-3-butylimidazole isoleucine salt N[C@@H]([C@@H](C)CC)C(=O)O.C(=C)N1CN(C=C1)CCCC